BrC1=CC=C(C=N1)NS(=O)(=O)C1=C(C=CC(=C1)OC)F N-(6-Bromopyridin-3-yl)-2-fluoro-5-methoxybenzenesulfonamide